2,3,3',4-tetrahydroxybenzophenone OC1=C(C(=O)C2=CC(=CC=C2)O)C=CC(=C1O)O